2-(2-fluorobenzyl)-6-phenylisoquinolin-1(2H)-one FC1=C(CN2C(C3=CC=C(C=C3C=C2)C2=CC=CC=C2)=O)C=CC=C1